(S)-(methyl-d3)glycin hept-6-en-2-yl ester CC(CCCC=C)OC(CNC([2H])([2H])[2H])=O